5-oxooctahydropentalen O=C1CC2CCCC2C1